C1(=C2N(C=N1)CCC2)C(C(NC=2SC=CN2)=O)N2CC1=C(C=C(C=C1C2=O)C2=CC=C(O[C@H]1CN(CC1)C(=O)[O-])C=C2)F (3R)-3-[4-[2-[1-(6,7-dihydro-5H-pyrrolo[1,2-c]imidazol-1-yl)-2-oxo-2-(thiazol-2-ylamino)ethyl]-7-fluoro-3-oxo-isoindolin-5-yl]phenoxy]pyrrolidine-1-carboxylate